N1C=CC=CC=C1O Azepine-7-ol